BrC1=CC2C(C=C1)S2 4-bromobenzene sulfide